tert-butyl (R)-2-((3-(5-ethylthiazol-2-yl)-4-fluoro-5-(((R)-1-(2-(trifluoromethyl)pyrimidin-5-yl)ethyl)carbamoyl)phenoxy)methyl)morpholine-4-carboxylate C(C)C1=CN=C(S1)C=1C=C(OC[C@H]2CN(CCO2)C(=O)OC(C)(C)C)C=C(C1F)C(N[C@H](C)C=1C=NC(=NC1)C(F)(F)F)=O